5'-O-alpha-L-fucosyl-2'-deoxyuridine [C@@H]1([C@@H](O)[C@H](O)[C@H](O)[C@@H](O1)C)OC[C@@H]1[C@H](C[C@@H](O1)N1C(=O)NC(=O)C=C1)O